OC(C)C1CC2(CN(C2)C(=O)OC(C)(C)C)C1 tert-Butyl 6-(1-hydroxyethyl)-2-azaspiro[3.3]heptane-2-carboxylate